FC(C1=C(C=CC(=C1)C(F)(F)F)[C@@H](C)N1N=CC(=C1)NC(=O)C1=NOC(=C1)C=1C=NC=CC1)(F)F |r| (R) and (S)-N-(1-(1-(2,4-bis(trifluoromethyl)phenyl)ethyl)-1H-pyrazol-4-yl)-5-(pyridin-3-yl)isoxazole-3-carboxamide